FC1=C(C=C(C(=C1)OC1=CC=NC2=CC(=C(N=C12)C)OC)F)NC(=O)C=1C=NC(=C(C1O)C1=CC=C(C=C1)F)C N-[2,5-difluoro-4-[(7-methoxy-6-methyl-1,5-naphthyridin-4-yl)oxy]phenyl]-5-(4-fluorophenyl)-4-hydroxy-6-methylpyridine-3-carboxamide